(4-{4-chloro-3-cyclopropyl-1H-pyrrolo[2,3-b]pyridin-3-yl}-1,3-thiazol-2-yl)-1,3-diazinan-2-one ClC1=C2C(=NC=C1)NCC2(C2CC2)C=2N=C(SC2)N2C(NCCC2)=O